4-((4-methylpiperazine-1-yl)methyl)benzoic acid hydrochloride Cl.CN1CCN(CC1)CC1=CC=C(C(=O)O)C=C1